tert-butyl (5-(2-amino-5-methyl-1H-benzo[d]imidazol-1-yl)pentyl)carbamate NC1=NC2=C(N1CCCCCNC(OC(C)(C)C)=O)C=CC(=C2)C